ClC1=C2CCN([C@@H](C2=C(C=C1)OCC=1N=NN(C1C(F)F)C)CN1C(CCC1)=O)C(=O)C1C(CCC1)C(=O)O 2-((S)-5-chloro-8-((5-(difluoromethyl)-1-methyl-1H-1,2,3-triazol-4-yl)methoxy)-1-((2-oxopyrrolidin-1-yl)methyl)-1,2,3,4-tetrahydroisoquinoline-2-carbonyl)cyclopentane-1-carboxylic acid